(S)-N-((2r,3r,4r,5r)-2,3,4,5,6-pentahydroxyhexanoyl)-aspartic acid O[C@@H](C(=O)N[C@@H](CC(=O)O)C(=O)O)[C@@H]([C@@H]([C@@H](CO)O)O)O